CCCCCCCC(CCCCCCCCCC)C=1C=C(C=C(C1)O)O 5-Octadecan-8-ylbenzene-1,3-diol